2,2-dimethyl-1,3-dioxolane-4-ylmethanol CC1(OCC(O1)CO)C